1H-Pyrrolol N1C(=CC=C1)O